N-(2',4',5'-trifluorobiphenyl-2-yl)-5-chloro-1-methyl-3-trifluoromethylpyrazole-4-ylcarboxamide FC1=C(C=C(C(=C1)F)F)C1=C(C=CC=C1)NC(=O)C=1C(=NN(C1Cl)C)C(F)(F)F